Cl.N[C@@]1(CCC2=CC=CC=C12)CCC1C(NC(N(C1=O)C1CCOCC1)=O)=O 5-(2-((R)-1-amino-2,3-dihydro-1H-inden-1-yl)ethyl)-1-(tetrahydro-2H-pyran-4-yl)pyrimidine-2,4,6(1H,3H,5H)-trione hydrochloride